4-chloro-5-iodo-7-((2-(trimethylsilyl)ethoxy)methyl)-7H-pyrrolo[2,3-d]pyrimidine ClC=1C2=C(N=CN1)N(C=C2I)COCC[Si](C)(C)C